3-(2,6-difluoro-3,5-dimethoxyphenyl)-1-ethyl-2-oxo-1,2,3,4-tetrahydropyrido[4,3-d]pyrimidine-7-carbaldehyde FC1=C(C(=C(C=C1OC)OC)F)N1C(N(C2=C(C1)C=NC(=C2)C=O)CC)=O